1-benzyl-N3-phenyl-1H-1,2,4-triazole-3,5-diamine C(C1=CC=CC=C1)N1N=C(N=C1N)NC1=CC=CC=C1